2-bromo-3-fluoro-5-methoxybenzaldehyde BrC1=C(C=O)C=C(C=C1F)OC